C(CCCCCCCCCCCCCCCCCCC)[NH3+] 1-eicosyl-ammonium